ClC1=C(C=C(C=C1)N1C[C@H](CC1)S(=O)C)F (S)-1-(4-chloro-3-fluorophenyl)-3-methylsulfinyl-pyrrolidine